NC=1C=CC(=NC1)C1=NC=C(C=C1)N 5,5'-diaminobipyridine